(6S,8aR)-3-oxooctahydroindolizine-6-carboxylic acid O=C1CC[C@H]2CC[C@@H](CN12)C(=O)O